6-[5-[1-[[6,8-bis(trifluoromethyl)quinazolin-4-yl]-prop-2-ynyl-amino]ethyl]-1,2,4-triazol-1-yl]pyridine-3-carbonitrile FC(C=1C=C2C(=NC=NC2=C(C1)C(F)(F)F)N(C(C)C1=NC=NN1C1=CC=C(C=N1)C#N)CC#C)(F)F